2-(2-((5-chlorohexyl)oxy)ethoxy)ethyl-N4-(2-(2-(2-oxoethoxy)ethoxy)ethyl)succinamide ClC(CCCCOCCOCCC(C(=O)N)CC(=O)NCCOCCOCC=O)C